2-chloro-3,5-dinitrobenzene ClC1=CC=C(C=C1[N+](=O)[O-])[N+](=O)[O-]